FC=1C=2OCC(N3C=C(C(C(=CC1F)C32)=O)CN([C@@H]3CN(CC3)C=3C=NC(=CC3)[N+](=O)[O-])CC3=CC(=NC=C3)OC)C 6,7-difluoro-11-[[(2-methoxy-4-pyridyl)methyl-[(3S)-1-(6-nitro-3-pyridyl)pyrrolidin-3-yl]amino]methyl]-2-methyl-4-oxa-1-azatricyclo[7.3.1.05,13]trideca-5(13),6,8,11-tetraen-10-one